ClC=1C=C(C(=C(OCC(=O)O)C1)C=O)OC 2-(5-chloro-2-formyl-3-methoxyphenoxy)acetic acid